C1=C2C(=C3C=C(C(=O)C(=C3OC2=C(C(=C1Br)[O-])Br)Br)Br)C4=C(C(=C(C(=C4Cl)Cl)Cl)Cl)C(=O)[O-] The molecule is a benzoate anion resulting from the removal of protons from the phenolic hydroxy group and the carboxy group of 2',4',5',7'-tetrabromo-2,3,4,5-tetrachlorofluorescein. It is a phenolate anion and a member of benzoates. It is a conjugate base of a 2',4',5',7'-tetrabromo-2,3,4,5-tetrachlorofluorescein.